(octahydro-4,7-methano-1H-indenediyl)bis(methylene) diacrylate C=CC(=O)OCC1CCC2C1C3CC(C2C3)COC(=O)C=C